S1C=C(C=2NC=CC21)C(=O)O thieno[3,2-b]pyrrole-3-carboxylic acid